3,6-Dioxaoctane-1,8-diamine C(COCCOCCN)N